P(=O)([O-])([O-])F.[Li+].[Li+] dilithium Monofluorophosphate